dimethyl-2-[(2,4-difluorophenyl) hydrazono]-3-oxo-glutarate COC(C(C(CC(=O)OC)=O)=NNC1=C(C=C(C=C1)F)F)=O